(6-bromobiphenyl-3-yl)-(biphenyl-4-yl)-(9,9-diphenylfluoren-2-yl)amine BrC1=CC=C(C=C1C1=CC=CC=C1)N(C1=CC=2C(C3=CC=CC=C3C2C=C1)(C1=CC=CC=C1)C1=CC=CC=C1)C1=CC=C(C=C1)C1=CC=CC=C1